C(C)(C)(C)OC(=O)N1C[C@@H](N(CC1)C=1C2=C(N=CN1)N(C=C2N(CC)CC)C2=CC(=CC=C2)Cl)C (S)-4-(7-(3-chlorophenyl)-5-(diethylamino)-7H-pyrrolo[2,3-d]pyrimidin-4-yl)-3-methylpiperazine-1-carboxylic acid tert-butyl ester